pent-1-yn C#CCCC